ClC1=NC=2N(C(=C1)NCC1=NN(C=C1)C1CC1)N=CC2C(C)C 5-Chloro-N-((1-cyclopropyl-1H-pyrazol-3-yl)methyl)-3-isopropylpyrazolo[1,5-a]pyrimidin-7-amine